COC1=NC(=CC=C1NC(=O)C=1C(=NOC1C)C1=CC=CC=C1)C=1N=NC=CC1 (2-methoxy-6-pyridazin-3-yl-3-pyridinyl)-5-methyl-3-phenyl-isoxazole-4-carboxamide